N-(3-fluorophenyl)-6,7-dimethoxy-1,4-dihydroindeno[1,2-c]pyrazol-3-amine FC=1C=C(C=CC1)NC=1C2=C(NN1)C1=CC(=C(C=C1C2)OC)OC